FC1(CCN(CC1)C1=CC=CC(=N1)NC(=O)C1=C(C=C(C=C1)NS(=O)(=O)CC(=O)OCC)N1CC[Si](CC1)(C)C)F ethyl 2-(N-(4-((6-(4,4-difluoropiperidin-1-yl)pyridin-2-yl)carbamoyl)-3-(4,4-dimethyl-1,4-azasilinan-1-yl)phenyl)sulfamoyl)acetate